[Si](C)(C)(C(C)(C)C)OCCCCN1C(C2=NC(=CC=C2C1=O)Cl)(C)C 6-(4-((tert-butyldimethylsilyl)oxy)butyl)-2-chloro-7,7-dimethyl-6,7-dihydro-5H-pyrrolo[3,4-b]pyridin-5-one